(1R,3s,5S)-tert-butyl 3-(3,5-dichloro-6,7-dihydropyrido[2,3-c]pyridazin-8(5H)-yl)-8-azabicyclo[3.2.1]octane-8-carboxylate ClC1=CC2=C(N=N1)N(CCC2Cl)C2C[C@H]1CC[C@@H](C2)N1C(=O)OC(C)(C)C